OCC=1C=C(C=CC1)C1=C(C=CC=C1C(F)(F)F)CNC(OCC1C2=CC=CC=C2C=2C=CC=CC12)=O (9H-fluoren-9-yl)methyl ((3'-(hydroxymethyl)-6-(trifluoromethyl)-[1,1'-biphenyl]-2-yl)methyl)carbamate